2-((5S)-9-(6-Amino-4-methyl-3-(trifluoromethyl)pyridin-2-yl)-8-chloro-4-(pyrrolidin-3-yl)-5,6-dihydro-4H-[1,4]oxazepino[5,6,7-de]quinazolin-5-yl)acetonitrile NC1=CC(=C(C(=N1)C=1C(=C2C=3C(=NC=NC3C1)N([C@H](CO2)CC#N)C2CNCC2)Cl)C(F)(F)F)C